trans-5-[2-(3-hydroxypiperidin-4-yl)methylaminopyrimidin-4-yl]-3-cyclobutylpyrazolo[1,5-a]pyrimidine O[C@@H]1CNCC[C@H]1CNC1=NC=CC(=N1)C1=NC=2N(C=C1)N=CC2C2CCC2